di(trimethylolpropane) tetraacetoacetate C(CC(=O)C)(=O)O.C(CC(=O)C)(=O)O.C(CC(=O)C)(=O)O.C(CC(=O)C)(=O)O.C(O)C(CC)(CO)CO.C(O)C(CC)(CO)CO